C(\C=C\C1=CC(OC)=C(O)C=C1)(=O)O[C@H]1[C@@H](O[C@@H]([C@H]([C@@H]1O)O)CO)O[C@@H]1[C@H]([C@H](O)O[C@@H]([C@@H]1O)CO)O 3-O-[2-O-(6-O-E-feruloyl)-β-D-glucopyranosyl]β-D-galactopyranose